N,N,3-trimethyl-4,6,7,8-tetrahydropyrazolo[1,5-a][1,4]diazepine-2-carboxamide CN(C(=O)C1=NN2C(CNCCC2)=C1C)C